(1R*,2R*)-2-((3-((1-(4-chlorophenyl)-2-oxo-2-(6-(trifluoromethoxy)-indolin-1-yl)ethyl)amino)-5-methoxyphenoxy)methyl)-2-fluorocyclopropanecarboxylic acid ClC1=CC=C(C=C1)C(C(N1CCC2=CC=C(C=C12)OC(F)(F)F)=O)NC=1C=C(OC[C@@]2([C@H](C2)C(=O)O)F)C=C(C1)OC |o1:30,31|